C[C@@H]1CC2=C(C(N1)=O)C=C(O2)C2=CC(=NC=C2)C=2C=NC(=CC2)N2CCNCC2 (R)-6-methyl-2-(6'-(piperazin-1-yl)-[2,3'-bipyridin]-4-yl)-6,7-dihydrofuro[3,2-c]pyridin-4(5H)-one